7,9-dibromo-3-methyl-2H-pyrido[1,2-a]pyrimidine-2,8(1H)-dione BrC=1C(C(=C2N(C=C(C(N2)=O)C)C1)Br)=O